4-(isopropylamino)-N-(2-methoxyethyl)-6-(1H-pyrazol-4-yl)quinoline-3-carboxamide C(C)(C)NC1=C(C=NC2=CC=C(C=C12)C=1C=NNC1)C(=O)NCCOC